5-methyl-2-((6-phenoxynicotinoyl)glycyl)-2-azabicyclo[3.1.0]hexane-3-carboxamide CC12CC(N(C2C1)C(CNC(C1=CN=C(C=C1)OC1=CC=CC=C1)=O)=O)C(=O)N